dimethyltin bis(isooctylthioglycolate) salt C(CCCCC(C)C)C(C(=O)[O-])S.C(CCCCC(C)C)C(C(=O)[O-])S.C[Sn+2]C